7-(5-(5-(4-hydroxy-4-(trifluoromethyl)piperidin-1-yl)-1,3,4-thiadiazol-2-yl)-4-(isopropylamino)pyridin-2-yl)pyrrolo[1,2-b]pyridazine-3-carbonitrile OC1(CCN(CC1)C1=NN=C(S1)C=1C(=CC(=NC1)C1=CC=C2N1N=CC(=C2)C#N)NC(C)C)C(F)(F)F